benzyl (S)-(5-amino-1-(3-phenoxyphenyl)pentyl)carbamate NCCCC[C@@H](C1=CC(=CC=C1)OC1=CC=CC=C1)NC(OCC1=CC=CC=C1)=O